3-chloro-4-hydroxy-N-(3-methyl-4-oxo-2-(pyridin-3-yl)-3,4-dihydro-quinazolin-5-yl)benzamide 1-(p-nitrobenzyl)-1,4,7,10-tetraazacyclodecan-4,7,10-triacetate [N+](=O)([O-])C1=CC=C(CN2CCN(CCN(CCN2CC(=O)O)CC(=O)O)CC(=O)O)C=C1.ClC=1C=C(C(=O)NC2=C3C(N(C(=NC3=CC=C2)C=2C=NC=CC2)C)=O)C=CC1O